8-Ethyl-6-oxo-2,7-diazaspiro[4.4]nonane-2-carbonitrile C(C)C1NC(C2(CCN(C2)C#N)C1)=O